N-((3S,4S)-3-fluoro-piperidin-4-yl)-6-(6-(trifluoromethoxy)-imidazo[1,2-a]pyridin-3-yl)pyridin-2-amine F[C@H]1CNCC[C@@H]1NC1=NC(=CC=C1)C1=CN=C2N1C=C(C=C2)OC(F)(F)F